(S)-1-(4-(1,1-difluoroethyl)piperidine-1-yl)propane FC(C)(F)C1CCN(CC1)CCC